C1(=CC=CC=C1)OP(C(C)C)OC1=CC=CC=C1 diphenyloxyisopropylphosphine